3-(tert-butyl)isothiazol-amine C(C)(C)(C)C1(NSC=C1)N